C(C)[N+](CC)(CC)CC.FC(C(C(C(C(C(C(C(F)(F)F)(F)F)(F)F)(F)F)(F)F)(F)F)(F)F)(S(=O)(=O)[O-])F.[K] potassium perfluorooctanesulfonate, tetraethylammonium salt